benzyl (S)-3-(1-ethyl-4-methyl-1H-benzo[d][1,2,3]triazol-5-yl)-3-(4-(((4-methoxybenzyl)oxy)methyl)-5-methylthiazol-2-yl)-2,2-dimethylpropanoate C(C)N1N=NC2=C1C=CC(=C2C)[C@@H](C(C(=O)OCC2=CC=CC=C2)(C)C)C=2SC(=C(N2)COCC2=CC=C(C=C2)OC)C